tert-butyl (R)-2-(4-(6-(6-(2-(3-fluorophenyl)pyrrolidin-1-yl)imidazo[1,2-b]pyridazin-3-yl)pyridin-2-yl)piperazin-1-yl)acetate FC=1C=C(C=CC1)[C@@H]1N(CCC1)C=1C=CC=2N(N1)C(=CN2)C2=CC=CC(=N2)N2CCN(CC2)CC(=O)OC(C)(C)C